C(#N)C=1C=C(C=CC1)N=C=NCCOCCOCCOCCOCCOCCOCCOCCOCCOCCOCCC(=O)OC(C)(C)C tert-butyl 3-[2-[2-[2-[2-[2-[2-[2-[2-[2-[2-[(3-cyanophenyl)iminomethyleneamino]ethoxy]ethoxy]ethoxy]ethoxy]ethoxy]ethoxy]ethoxy]ethoxy]ethoxy]ethoxy]propanoate